5-(3,5-dichloro-4-fluorophenyl)-5-(trifluoromethyl)-4,5-dihydroisoxazol-3-amine ClC=1C=C(C=C(C1F)Cl)C1(CC(=NO1)N)C(F)(F)F